NC=1SC(=CN1)C(=O)NC1=C(C=C(C(=C1)C(NC1=NN(C=N1)C)=O)F)C 2-Amino-N-[4-fluoro-2-methyl-5-[(1-methyl-1,2,4-triazol-3-yl)carbamoyl]phenyl]-1,3-thiazole-5-carboxamide